FC1=C(C=C(C=C1)OC=1C(=C2C=CN(C2=CC1F)S(=O)(=O)C1=CC=C(C)C=C1)SC)N1N=C(C=C1)C1(COC2=C1C=CC=C2CC(=O)OCC)C Ethyl 2-(3-(1-(2-fluoro-5-((6-fluoro-4-(methylthio)-1-tosyl-1H-indol-5-yl)oxy)phenyl)-1H-pyrazol-3-yl)-3-methyl-2,3-dihydrobenzofuran-7-yl)acetate